2-(2-(1-(trifluoromethyl)cyclopropyl)acetamido)butanoic acid FC(C1(CC1)CC(=O)NC(C(=O)O)CC)(F)F